O[C@@H]1[C@H]2[C@@H]3CC[C@H]([C@@H](CCCC(C)C)C)[C@]3(CC[C@@H]2[C@]2(CCC(C=C2C1)=O)C)C 7β-Hydroxycholest-4-en-3-one